2-(methylamino)-2-[4-[5-(trifluoromethyl)-1,2,4-oxadiazol-3-yl]phenyl]acetonitrile CNC(C#N)C1=CC=C(C=C1)C1=NOC(=N1)C(F)(F)F